FC1CN(C1)C(=O)NC1=CC(=C(C=C1)F)N1N=C2N=CC(=CC2=C1)C1=CC=NC=C1 3-fluoro-N-{4-fluoro-3-[5-(pyridin-4-yl)-2H-pyrazolo[3,4-b]pyridin-2-yl]phenyl}azetidine-1-carboxamide